BrC1=CC2=C(C(=NC(O2)(C)C)N2C=NC3=C2C=CC(=C3C)C)C=C1 7-bromo-4-(4,5-dimethyl-1H-benzo[d]imidazol-1-yl)-2,2-dimethyl-2H-benzo[e][1,3]oxazine